Cl.Cl.C(C)(=O)OC Methyl acetate dihydrochloride